3-(4-chlorophenyl)imidazolo[2,1-b]thiazole ClC1=CC=C(C=C1)C=1N2C(SC1)=NC=C2